OCC(C)S(=O)(=O)NC1=CC=C(C(=O)N)C=C1 4-[1-hydroxy-propane-2-sulfonylamino]benzamide